(R)-3-(ethoxymethoxy)-4-(4-((1-(2-hydroxyethyl)piperidin-3-yl)amino)phthalazin-1-yl)benzaldehyde C(C)OCOC=1C=C(C=O)C=CC1C1=NN=C(C2=CC=CC=C12)N[C@H]1CN(CCC1)CCO